phenylalanine diboronate B(O)OBO.N[C@@H](CC1=CC=CC=C1)C(=O)O